FC1=CC=C(C=C1)N1CCN(C2=CC=CC=C12)CC1CNCC1 4-(4-fluorophenyl)-N-(pyrrolidin-3-ylmethyl)-3,4-dihydroquinoxaline